N(=C=O)C1(CC(CC(C1)(N=C=O)C)(C)C)C 1-Isocyanato-3,3,5-trimethyl-5-isocyanato-methylcyclohexan